FC(C)(F)C1=NC=CC(=N1)NC1=CC(=NC=C1C=1N=NC(=CC1)N1CCCC1)NC(C)=O N-(4-((2-(1,1-difluoroethyl)pyrimidin-4-yl)amino)-5-(6-(pyrrolidin-1-yl)pyridazin-3-yl)pyridin-2-yl)acetamide